FC(OC1=CC=C(C=C1)S(=O)(=O)N1[C@H]2CC(C[C@@H]1CC2)NC(CC(C)O)=O)F N-((1r,3r,5s)-8-((4-(difluoromethoxy)phenyl)sulfonyl)-8-azabicyclo[3.2.1]oct-3-yl)-3-hydroxybutyramide